BrC=1C=C(N)C=C(C1)N1CCOCC1 3-bromo-5-morpholinoaniline